N1C=C(C=2C1=NC=CC2)C=2SC=C(N2)C=2C=C(C=CC2)[C@@]2(C=CC1=CC=NC=C12)O (R,S)-7-(3-(2-(1H-pyrrolo[2,3-b]pyridin-3-yl)thiazol-4-yl)phenyl)-7H-cyclopenta[d]pyridin-7-ol